IC=1C=C2C=C(N(C2=CC1)C)C1=CC2=CC=CC=C2C=C1 5-iodo-1-methyl-2-(naphthalen-2-yl)-1H-indole